5-bromo-1'-(tetrahydro-2H-pyran-4-yl)-3H-spiro[isobenzofuran-1,4'-piperidine] BrC=1C=C2COC3(CCN(CC3)C3CCOCC3)C2=CC1